C(CC)P1(C=CCC1)=O 1-Propyl-1-oxophospholen